4-methyl-6-(3-(((3S,5R)-3-methyl-5-(4-methyl-1-oxo-1,3-dihydroisobenzofuran-5-yl)piperazin-1-yl)methyl)-1,2,4-oxadiazol-5-yl)nicotinonitrile CC1=CC(=NC=C1C#N)C1=NC(=NO1)CN1C[C@@H](N[C@@H](C1)C=1C(=C2COC(C2=CC1)=O)C)C